NCC1=C2CN(CC2=CC=C1)C(=O)[O-] 4-(aminomethyl)isoindoline-2-carboxylate